2-cyanoethyl 5-methylsulfonyl-4-oxo-1-[4-(trifluoromethoxy)phenyl]cinnoline-3-carboxylate CS(=O)(=O)C1=C2C(C(=NN(C2=CC=C1)C1=CC=C(C=C1)OC(F)(F)F)C(=O)OCCC#N)=O